CC(C)(C)OC(=O)N1S(OCC1)(=O)=O.C(C1=CC=CC=C1)OC=1C(=C(NC2=CC=C(C=C2)F)C=CC1)C#CC1CCOCC1 3-benzyloxy-N-(4-fluorophenyl)-2-(2-tetrahydropyran-4-ylethynyl)aniline 2-methylpropan-2-yl-2,2-dioxo-2λ6-1,2,3-oxathiazolidine-3-carboxylate